(S)-1-(3-(4-amino-3-((2,6-difluoro-3,5-dimethoxybenzyl)oxy)-7-(thiazol-2-yl)-1H-pyrazolo[4,3-c]pyridin-1-yl)pyrrolidin-1-yl)prop-2-en-1-one NC1=NC=C(C2=C1C(=NN2[C@@H]2CN(CC2)C(C=C)=O)OCC2=C(C(=CC(=C2F)OC)OC)F)C=2SC=CN2